C(C)C=1C2=C(C(NC1)=O)N(C(=C2)CN2C[C@H](CCC2)C)COCC[Si](C)(C)C (S)-4-ethyl-2-((3-methylpiperidin-1-yl)methyl)-1-((2-(trimethylsilyl)ethoxy)methyl)-1,6-dihydro-7H-pyrrolo[2,3-c]pyridin-7-one